FC1=C(/C=C/C2=CC=C(N)C=C2)C(=CC=C1)F (E)-4-(2,6-difluorostyryl)aniline